N1=CC(=CC=C1)C1=CC=C(C=C1)C1=CC(=CC(=C1)C1=CC=C(C=C1)C=1C=NC=CC1)C1=CC=C(C=C1)C=1C=NC=CC1 1,3,5-tri(p-pyrid-3-yl-phenyl)benzene